C(C)N1C2=NC(=NC(=C2N=C1C(COC)O)N1CCOCC1)N1N=CC(=C1)C1=CC=CC=C1 1-(9-ethyl-6-morpholino-2-(4-phenyl-1H-pyrazol-1-yl)-9H-purin-8-yl)-2-methoxyethan-1-ol